magnesium caprylate C(CCCCCCC)(=O)[O-].[Mg+2].C(CCCCCCC)(=O)[O-]